2,4-diaminophenoxyacetic acid NC1=C(OCC(=O)O)C=CC(=C1)N